FC1CC2(CC(CN2C1)F)CO (2,6-difluorotetrahydro-1H-pyrrolizin-7a(5H)-yl)methanol